Ethyl 1-(3-chloro-5-iodo-6-((2,2,2-trifluoroethoxy)methyl)pyrazin-2-yl)piperidine-4-carboxylate ClC=1C(=NC(=C(N1)I)COCC(F)(F)F)N1CCC(CC1)C(=O)OCC